fluoro-[1,1'-biphenyl]-3-carboxylic acid FC1=C(C=CC=C1C(=O)O)C1=CC=CC=C1